methyl 3'-((5-amino-6-chloropyrimidin-4-yl) amino)-4'-(4-methylpiperazin-1-yl)-[1,1'-biphenyl]-4-carboxylate NC=1C(=NC=NC1Cl)NC=1C=C(C=CC1N1CCN(CC1)C)C1=CC=C(C=C1)C(=O)OC